12-(3-(4,6-diphenyl-1,3,5-triazin-2-yl)phenyl)benzo[4,5]thieno[2,3-b]indolo[1,2,3-lm]carbazole C1(=CC=CC=C1)C1=NC(=NC(=N1)C1=CC=CC=C1)C=1C=C(C=CC1)C=1C=CC2=C(C=3C(=C4C=5N(C=6C=CC=CC6C5C3)C3=CC=CC=C34)S2)C1